N-(5-(3-Benzyl-7'-fluoro-3'-methyl-2'-oxo-2',3'-dihydrospiro[cyclobutane-1,1'-pyrrolo[2,3-c]quinolin]-8'-yl)-2-(2-(isopropylamino)ethoxy)pyridin-3-yl)methanesulfonamide C(C1=CC=CC=C1)C1CC2(C(N(C=3C=NC=4C=C(C(=CC4C32)C=3C=C(C(=NC3)OCCNC(C)C)NS(=O)(=O)C)F)C)=O)C1